C(#N)C1=CC(=C(COC2=CC=CC(=N2)C2=CC(=C(CC3=NC4=C(N3[C@H]3CNC[C@@H]3OC)C=C(C=C4)C(=O)O)C=C2F)F)C=C1)F 2-(4-(6-((4-cyano-2-fluorobenzyl)oxy)pyridin-2-yl)-2,5-difluorobenzyl)-1-((3S,4S)-4-methoxypyrrolidin-3-yl)-1H-benzo[d]imidazole-6-carboxylic acid